BrC=1C=C(C=C(C1)C(F)(F)F)[C@@H](C)NC=1C2=C(N=C(N1)C)N=C(C(=C2)C(=O)N(C)C)N(C)C (R)-4-(1-(3-bromo-5-(trifluoromethyl)phenyl)ethylamino)-7-(dimethylamino)-N,N,2-trimethylpyrido[2,3-d]pyrimidine-6-carboxamide